FC(CN1N=CC=2C1=NC(=CN2)N2CC1(C2)CN(CCC1)C=1C=NC(=CC1)C(F)(F)F)F 2-[1-(2,2-difluoroethyl)-1H-pyrazolo[3,4-b]pyrazin-6-yl]-6-[6-(trifluoromethyl)pyridin-3-yl]-2,6-diazaspiro[3.5]nonane